3-methoxy-4-((4-((2'-methyl-3'-oxaspiro[cyclopropane-1,1'-isoindoline]-4'-yl)methyl)-5-(trifluoromethyl)pyrimidin-2-yl)amino)-N-(1-methylpiperidin-4-yl)benzamide COC=1C=C(C(=O)NC2CCN(CC2)C)C=CC1NC1=NC=C(C(=N1)CC1=C2ON(C3(C2=CC=C1)CC3)C)C(F)(F)F